Cl.CNC(C1=NC(=C(C=C1)N1CCNCC1)C)=O N,6-dimethyl-5-(piperazin-1-yl)picolinamide hydrochloride